C1(CC1)N1C(N(C=2C(C1=O)=C(N(C(C2C)=O)C)NC2=C(C=C(C=C2)I)F)C2CC(C2)NC(OC(C)(C)C)=O)=O tert-Butyl (3-(3-cyclopropyl-5-((2-fluoro-4-iodophenyl)amino)-6,8-dimethyl-2,4,7-trioxo-3,4,6,7-tetrahydropyrido[4,3-d]pyrimidin-1(2H)-yl)cyclobutyl)carbamate